C(C)(C)(C)C=1C=C(NN1)NC(=O)NC1=CC=C(C=C1)N1C=NC2=C1C=CC(=C2)OCCCCCC#CC2=C1CN(C(C1=CC=C2)=O)C2C(NC(CC2)=O)=O 1-(5-tert-butyl-2H-pyrazol-3-yl)-3-[4-(5-{7-[2-(2,6-dioxopiperidin-3-yl)-1-oxo-2,3-dihydro-1H-isoindol-4-yl]-hept-6-ynyloxy}-benzoimidazol-1-yl)-phenyl]-urea